C(C)(C)(C)C1=C(C(=C(CN2C(N(C(N(C2=O)CC2=C(C(=C(C(=C2CC)C)C(C)(C)C)O)C)=O)CC2=C(C(=C(C(=C2CC)C)C(C)(C)C)O)C)=O)C(=C1C)CC)C)O 1,3,5-tris(4-t-butyl-6-ethyl-3-hydroxy-2,5-dimethyl-benzyl)-1,3,5-triazine-2,4,6(1H,3H,5H)-trione